(7-fluoro-2-methyl-2H-indazol-5-yl)-2-(piperazin-1-yl)-4-propoxypyrimidine-5-carboxamide methyl-(Z)-3-methoxy-2-[2-methyl-5-[3-(trifluoromethyl)pyrazol-1-yl]phenoxy]prop-2-enoate COC(/C(=C/OC)/OC1=C(C=CC(=C1)N1N=C(C=C1)C(F)(F)F)C)=O.FC1=CC(=CC2=CN(N=C12)C)C1=C(C(=NC(=N1)N1CCNCC1)OCCC)C(=O)N